tert-Butyl (2-(4'-cyano-2'-((2-methyl-6-morpholinopyrimidin-4-yl) amino)-[1,1'-biphenyl]-4-yl)-2-oxoethyl)carbamate C(#N)C1=CC(=C(C=C1)C1=CC=C(C=C1)C(CNC(OC(C)(C)C)=O)=O)NC1=NC(=NC(=C1)N1CCOCC1)C